5-(4-(bis(4-methoxybenzyl)amino)-2-(4-(3-(2-((tert-butoxycarbonyl)amino)ethyl)piperidin-1-yl)-8-fluoro-2-(methylthio)pyrido[4,3-d]pyrimidin-7-yl)-6-chlorophenyl)pentanoic acid COC1=CC=C(CN(C2=CC(=C(C(=C2)Cl)CCCCC(=O)O)C2=C(C=3N=C(N=C(C3C=N2)N2CC(CCC2)CCNC(=O)OC(C)(C)C)SC)F)CC2=CC=C(C=C2)OC)C=C1